ClC1=NC=C(C=C1NS(=O)(=O)CCN(C)C)C=1C=C2C(=NC=NC2=CC1)NC1=CC(=C(C=C1)F)Cl N-(2-chloro-5-(4-((3-chloro-4-fluorophenyl)amino)quinazolin-6-yl)pyridin-3-yl)-2-(dimethylamino)ethane-1-sulfonamide